benzyl (3S)-3-cyano-3-methyl-pyrrolidine-1-carboxylate C(#N)[C@@]1(CN(CC1)C(=O)OCC1=CC=CC=C1)C